ClC1=C(C=C(C=C1)F)C1NC(C=2C1=C(C=C1C(N(NC21)C)=CC2CC2)NC(C2=CC(=CC(=C2)C(F)(F)F)F)=O)=O N-[6-(2-chloro-5-fluorophenyl)-3-(cyclopropylmethylene)-2-methyl-8-oxo-7,8-dihydro-6H-pyrrolo[4,3-g]indazol-5-yl]-3-fluoro-5-(trifluoromethyl)benzamide